1-((4-(4-hydroxypiperidin-1-yl)pyrimidin-2-yl)methyl)-4-(1-(4-(trifluoromethyl)phenyl)-1H-indazol-3-yl)pyridin-2(1H)-one OC1CCN(CC1)C1=NC(=NC=C1)CN1C(C=C(C=C1)C1=NN(C2=CC=CC=C12)C1=CC=C(C=C1)C(F)(F)F)=O